6-fluoro-3-(1-(3-fluoro-3-(5-methyl-4-(prop-2-yl)-4H-1,2,4-triazol-3-yl)propyl)pyrrolidin-3-yl)-1H-indole FC1=CC=C2C(=CNC2=C1)C1CN(CC1)CCC(C1=NN=C(N1C(C)C)C)F